CN(CCOC1=C(C=C(C=C1)NC1=NC=C(C(=N1)C1=CNC2=C(C=CC=C12)OC)OC)NC(C)=O)C N-(2-(2-(dimethylamino)ethoxy)-5-((5-methoxy-4-(7-methoxy-1H-indol-3-yl)pyrimidin-2-yl)amino)phenyl)acetamide